6-(3-morpholinopropoxy)-5H-pyrido[4,3-b]Indole-8-carboxamide O1CCN(CC1)CCCOC1=CC(=CC=2C3=C(NC12)C=CN=C3)C(=O)N